N-(2-aminoethyl)thioacetamide trifluoroacetate FC(C(=O)O)(F)F.NCCNC(C)=S